C(=CCCCCCCCCCCCCCCCC)NCCC(=O)OC methyl β-octadecenylaminopropionate